(1S,2R)-2-((S)-8-(((S)-1-acetylpyrrolidin-3-yl)oxy)-5-bromo-1-((1-oxoisoindolin-2-yl)methyl)-1,2,3,4-tetrahydroisoquinoline-2-carbonyl)cyclohexane-1-carboxylic acid C(C)(=O)N1C[C@H](CC1)OC=1C=CC(=C2CCN([C@@H](C12)CN1C(C2=CC=CC=C2C1)=O)C(=O)[C@H]1[C@H](CCCC1)C(=O)O)Br